1-cyclopropyl-6-fluoro-7-(4-methylpiperazin-1-yl)-3-({[(3s)-1-(pyridin-3-yl)piperidin-3-yl]amino}methyl)-1,4-dihydroquinolin-4-one C1(CC1)N1C=C(C(C2=CC(=C(C=C12)N1CCN(CC1)C)F)=O)CN[C@@H]1CN(CCC1)C=1C=NC=CC1